C(C)(=O)[O-].C(CCCCCCCCCC)[N+]1=CC=CC=C1 N-Undecylpyridinium acetat